trans-2-[5-fluoro-1-(4-fluoro-3-methyl-phenyl)-2-isopropyl-indol-3-yl]cyclopropanecarboxylic acid ethyl ester C(C)OC(=O)[C@H]1[C@@H](C1)C1=C(N(C2=CC=C(C=C12)F)C1=CC(=C(C=C1)F)C)C(C)C